Potassium Methylsilylamide C[SiH2][NH-].[K+]